OC(CCCC(CCC/C=C/C=1C=C(C=C(C1C(=O)O)O)O)=O)C 6-[10-hydroxy-6-oxo-trans-1-undecenyl]-β-resorcylic acid